[Al].[Zn].[Mg].[Al] ALUMINUM-MAGNESIUM-ZINC ALUMINUM